COC(=O)C1=CNC(=C1OC)C1=C(C=CC=C1)F 5-(2-fluorophenyl)-4-methoxy-1H-pyrrole-3-carboxylic acid methyl ester